C(C1=CC=CC=C1)N(C=1C=2N(N=C(C1)SC1CCN(CC1)C(=O)OC(C)(C)C)C(=CN2)C2CC2)C(=O)OC(C)(C)C tert-butyl 4-((8-(benzyl(tert-butoxycarbonyl)amino)-3-cyclopropylimidazo[1,2-b]pyridazin-6-yl)thio)piperidine-1-carboxylate